2-acetamido-4-((2-(2-aminoethoxy)ethyl)-amino)-N-(4-methyl-5-nitrothiazol-2-yl)benzamide C(C)(=O)NC1=C(C(=O)NC=2SC(=C(N2)C)[N+](=O)[O-])C=CC(=C1)NCCOCCN